N-methyl-N-isopropyl-tryptamine CN(CCC1=CNC2=CC=CC=C12)C(C)C